3-((5-(bromomethyl)pyridazin-3-yl)amino)piperidine-2,6-dione BrCC=1C=C(N=NC1)NC1C(NC(CC1)=O)=O